NC(C(=O)O)C(OP(=O)(O)O)O 2-amino-3-hydroxy-3-phosphonooxy-propionic acid